[Pb](=[Te])=S lead telluride sulfide